IC1=NNC=2C1=NC=CC2 3-iodo-1H-pyrazolo[4,3-b]pyridine